NC1=NC=CC=C1C1=NC=2C(=NC(=CC2)C2=CC=CC=C2)N1C1=CC=C(CN2C[C@@H](N([C@@H](C2)C)C(=O)OC(C)(C)C)C)C=C1 (2S,6R)-Tert-butyl 4-(4-(2-(2-aminopyridin-3-yl)-5-phenyl-3H-imidazo[4,5-b]pyridin-3-yl)benzyl)-2,6-dimethylpiperazine-1-carboxylate